FC1C(CCC(C1)NC)NC1=C2C=C(N(C2=CC=C1)CC(F)(F)F)C#CCN(C(OC(C)(C)C)=O)C1=C(C=C(C=C1)S(=O)(=O)C)OC tert-butyl (3-(4-((2-fluoro-4-(methylamino)cyclohexyl)amino)-1-(2,2,2-trifluoroethyl)-1H-indol-2-yl)prop-2-yn-1-yl)(2-methoxy-4-(methylsulfonyl)phenyl)carbamate